CC1=C2C=CN=C(C2=CC=C1)C#N 5-methylisoquinoline-1-carbonitrile